3-(4-Cyclopropylpiperazin-1-yl)-1-(4-(4-fluorophenyl)-3,4-dihydroquinoxalin-1(2H)-yl)propan-1-one C1(CC1)N1CCN(CC1)CCC(=O)N1CCN(C2=CC=CC=C12)C1=CC=C(C=C1)F